rubidium anthracene diformate C(=O)[O-].C(=O)[O-].C1=CC=CC2=CC3=CC=CC=C3C=C12.[Rb+].[Rb+]